FC(C=1C=CC=2N(C1)C(=CN2)C2=NC=CC(=N2)N2C[C@H](OCC2)[C@@H](C)NS(=O)(=O)C)(F)F N-((R)-1-((S)-4-(2-(6-(trifluoromethyl)imidazo[1,2-a]pyridin-3-yl)pyrimidin-4-yl)morpholin-2-yl)ethyl)methanesulfonamide